C(CCCCCCCCCCCCCCC)N(O)CCCCCCCCCCCCCCCCCC N-hexadecyl-N-octadecyl-hydroxylamine